C(C1=CC=CC=C1)OCC1CNC1 3-(benzyloxymethyl)azetidine